{[3-cyano-4-(2,6-dichloro-8-fluoro-4-hydroxyquinazolin-7-yl)benzo[b]thiophen-2-yl]amino}methane C(#N)C=1C2=C(SC1NC)C=CC=C2C2=C(C=C1C(=NC(=NC1=C2F)Cl)O)Cl